ClC=1C=C2C(=C3C1NC(NC31CCCCC1)=O)OC(=N2)C(=O)N2C[C@H](CC2)OC 5-chloro-2-[(3S)-3-methoxypyrrolidine-1-carbonyl]-7,8-dihydro-6H-spiro[[1,3]oxazolo[5,4-f]quinazoline-9,1'-cyclohexane]-7-one